adenosine 5'-O-thiomonophosphate C1=NC(=C2C(=N1)N(C=N2)[C@H]3[C@@H]([C@@H]([C@H](O3)COP(=S)(O)O)O)O)N